N-(1-(4-fluorophenyl)cyclopropyl)-4-methyl-3,4-dihydro-2H-pyrido[3,2-b][1,4]oxazine-7-carboxamide FC1=CC=C(C=C1)C1(CC1)NC(=O)C1=CC=2OCCN(C2N=C1)C